6-(2-isopropyl-1H-benzo[d]imidazol-1-yl)-3,4-dihydroquinazolin-2(1H)-one C(C)(C)C1=NC2=C(N1C=1C=C3CNC(NC3=CC1)=O)C=CC=C2